1-{[5-fluoro-2-(2,2,2-trifluoroethyl)-1H-benzimidazol-1-yl]methyl}-4-propylpyrrolidin-2-one FC1=CC2=C(N(C(=N2)CC(F)(F)F)CN2C(CC(C2)CCC)=O)C=C1